NC1=C(C=C(C=C1)C1=CC(=C(C=C1)NC(CCCCCN=[N+]=[N-])=O)OC)OC N-(4'-amino-3,3'-dimethoxy-[1,1'-biphenyl]-4-yl)-6-azidocaproylamine